(S)-2-(2-((3,5-dimethylphenyl)amino)pyrimidin-4-yl)-N-(1-hydroxypropan-2-yl)-4-methylthiazole-5-carboxamide CC=1C=C(C=C(C1)C)NC1=NC=CC(=N1)C=1SC(=C(N1)C)C(=O)N[C@H](CO)C